NC1=NC(=C(C=2N1N=C(N2)CC2=NN(C=C2)C)C2=CN=CO2)C2=C(C#N)C=CC=C2 (5-amino-2-((1-methyl-1H-pyrazol-3-yl)methyl)-8-(oxazol-5-yl)-[1,2,4]triazolo[1,5-c]pyrimidin-7-yl)benzonitrile